3,5-dimethylhex-1-ene CC(C=C)CC(C)C